CN(C=O)C (E)-dimethylformamide